(5S,8R)-N-(4-chloro-3-(trifluoromethyl)phenyl)-2-phenyl-6,7,8,9-tetrahydro-5H-5,8-epiminocyclohepta[d]pyrimidine-10-carboxamide ClC1=C(C=C(C=C1)NC(=O)N1[C@H]2CC[C@@H]1CC=1N=C(N=CC12)C1=CC=CC=C1)C(F)(F)F